4-(10-(dibenzo[b,d]thiophen-2-yl)anthracen-9-yl)benzonitrile C1=C(C=CC=2SC3=C(C21)C=CC=C3)C3=C2C=CC=CC2=C(C2=CC=CC=C32)C3=CC=C(C#N)C=C3